FC1=CC=CC=2C(=N[C@@H](C(NC21)=O)NC(=O)C=2C(=NN1C2N=C(C=C1)N1[C@H]2CN([C@@H](C1)C2)C)C2=C(C=CC=C2)F)C2=CC=CC=C2 N-[(3S)-9-fluoro-2-oxo-5-phenyl-1,3-dihydro-1,4-benzodiazepin-3-yl]-2-(2-fluorophenyl)-5-[(1R,4R)-5-methyl-2,5-diazabicyclo[2.2.1]heptan-2-yl]pyrazolo[1,5-a]pyrimidine-3-carboxamide